dimethoxyphenylacetaminoflavone COC1=C(C(=C2C(C(=C(OC2=C1)C1=CC=CC=C1)NC(=O)C)=O)C1=CC=CC=C1)OC